ClC1=NC=2N(CC(N(C2C=N1)C)=O)CC1=CC=C(C=C1)C=1N(C=C(N1)C(F)(F)F)C(F)F 2-chloro-8-(4-(1-(difluoromethyl)-4-(trifluoromethyl)-1H-imidazol-2-yl)benzyl)-5-methyl-7,8-dihydro-pteridin-6(5H)-one